5-bromo-3-(5-ethyl-1,3,4-thiadiazol-2-yl)pyridin-2-amine BrC=1C=C(C(=NC1)N)C=1SC(=NN1)CC